2-(6,7-dihydro-5H-cyclopenta[b]pyridin-5-yl)acetic acid N1=C2C(=CC=C1)C(CC2)CC(=O)O